2-dibenzofuran-4-yl-4,6-diphenyl-[1,3,5]triazine C1=CC=C(C=2OC3=C(C21)C=CC=C3)C3=NC(=NC(=N3)C3=CC=CC=C3)C3=CC=CC=C3